C1(=C(C=CC=C1)CNCC1=NC=C(C=C1)C(F)(F)F)C 1-(o-tolyl)-N-[[5-(trifluoromethyl)-2-pyridyl]methyl]methanamine